4-fluoro-N-((S)-6-(((1r,2s)-2-(4-fluorophenyl)cyclopropyl)amino)-1-(4-methylpiperazin-1-yl)-1-oxohex-2-yl)benzamide FC1=CC=C(C(=O)N[C@H](C(=O)N2CCN(CC2)C)CCCCN[C@H]2[C@@H](C2)C2=CC=C(C=C2)F)C=C1